C1(CCCC1)C1=C(C(=NC(=C1)C(F)(F)F)N)N Cyclopentyl-6-(trifluoromethyl)pyridine-2,3-diamine